C(CC)S(=O)(=O)N(S(=O)(=O)CCC)C1=C(C(=C(C(=C1)F)F)C(=O)C=1C=C2N=C(C=NC2=CC1)N1CCOCC1)F N-(propylsulfonyl)-N-(2,4,5-trifluoro-3-(3-morpholinoquinoxaline-6-carbonyl)phenyl)propane-1-sulfonamide